FC1=CC(=C2C=C(N(C2=C1)CCNC1=NC=NC(=C1)C1=CC=C(C=C1)C=1N(C=NC1)C)C)C [2-(6-Fluoro-2,4-dimethyl-indol-1-yl)-ethyl]-{6-[4-(3-methyl-3H-imidazol-4-yl)-phenyl]-pyrimidin-4-yl}-amine